BrC=1C(=C(C=C2C(N(C(=NC12)N1CCOCC1)C)=O)C)C 8-bromo-3,6,7-trimethyl-2-morpholino-quinazolin-4-one